CCC(=S=O)CC thiopropione-S-oxide